N-[4-(cyanomethyl)-5-fluoro-2-methoxy-phenyl]-7-(oxetan-3-yl)imidazo[1,2-a]pyridine-3-sulfonamide C(#N)CC1=CC(=C(C=C1F)NS(=O)(=O)C1=CN=C2N1C=CC(=C2)C2COC2)OC